N-(1-(4-chlorophenyl)-2-(piperazin-1-yl)ethyl)-6-(trifluoromethoxy)pyridine-3-sulfonamide ClC1=CC=C(C=C1)C(CN1CCNCC1)NS(=O)(=O)C=1C=NC(=CC1)OC(F)(F)F